8-(4-Fluorophenyl)-9-(4-(4-isopropylpiperazin-1-yl)phenyl)-6,7-dihydro-5H-benzo[7]annulen-3-ol FC1=CC=C(C=C1)C=1CCCC2=C(C1C1=CC=C(C=C1)N1CCN(CC1)C(C)C)C=CC(=C2)O